6-(4-methoxyphenyl)-1-(2-morpholinylethyl)-2-oxo-1,2-dihydroquinoline-3-carboxylic acid COC1=CC=C(C=C1)C=1C=C2C=C(C(N(C2=CC1)CCN1CCOCC1)=O)C(=O)O